ClC=1C(=CC(=NC1)OC)I 5-chloro-4-iodo-2-methoxy-pyridine